tert-butyl (1R,5S)-3-[3-[4-(cyclopropylcarbamoyl)-3-(difluoromethoxy)-5-methoxy-phenyl]imidazo[1,2-a]pyridin-7-yl]oxy-8-azabicyclo[3.2.1]octane-8-carboxylate C1(CC1)NC(=O)C1=C(C=C(C=C1OC)C1=CN=C2N1C=CC(=C2)OC2C[C@H]1CC[C@@H](C2)N1C(=O)OC(C)(C)C)OC(F)F